BrCC(=O)C12OCC(C1)(C2)C 2-bromo-1-(4-methyl-2-oxabicyclo[2.1.1]hexan-1-yl)ethan-1-one